4-(3-(3-((dicyclopropylmethyl)amino)azetidine-1-carbonyl)-4-fluorobenzyl)phthalazin-1(2H)-one C1(CC1)C(C1CC1)NC1CN(C1)C(=O)C=1C=C(CC2=NNC(C3=CC=CC=C23)=O)C=CC1F